6-(3-Chloro-4-(trifluoromethyl)phenyl)dihydro-2H-pyran-2,4(3H)-dione ClC=1C=C(C=CC1C(F)(F)F)C1CC(CC(O1)=O)=O